[Sn].[Fe].[Zn].[Cu] copper-zinc-iron-tin